[(2R,3S,4R,5R)-5-[6-(cyclohexylamino)-purin-9-yl]-3,4-dihydroxy-tetrahydro-furan-2-yl]methoxy-methylphosphonic acid C1(CCCCC1)NC1=C2N=CN(C2=NC=N1)[C@H]1[C@@H]([C@@H]([C@H](O1)COCP(O)(O)=O)O)O